acryloyloxyethylbenzyldiethyl-ammonium fluoride [F-].C(C=C)(=O)OCC[N+](CC)(CC)CC1=CC=CC=C1